4-((2,2-difluorocyclopropyl)methyl)-2-fluoro-6-((S)-3-methyl-4-(pyridazin-3-ylmethyl)piperazin-1-yl)benzonitrile FC1(C(C1)CC1=CC(=C(C#N)C(=C1)N1C[C@@H](N(CC1)CC=1N=NC=CC1)C)F)F